C(C)O[C@H]1C[C@H](C1)NN1NN2C(C=C1)=C(C=C2)C=2C=NC=1N(C2)C=CN1 N-(cis-3-Ethoxycyclobutyl)-5-(imidazo[1,2-a]pyrimidin-6-yl)pyrrolo[2,1-f]triazin-2-amine